COC1=C(CC2=NC3=C(N2C2=CC4=C(NC(N4)=O)C=C2)C=CC(=C3)C(=O)NC)C=CC=C1 2-(2-Methoxybenzyl)-N-methyl-2'-oxo-2',3'-dihydro-1'H-[1,5'-bi-benzo[d]imidazole]-5-carboxamide